COC=1C=C(C=CC1)N1CN(CN(C1)C1=CC(=CC=C1)OC)C1=CC(=CC=C1)OC hexahydro-1,3,5-tris-(3-methoxyphenyl)-1,3,5-triazine